C(C1=CC=CC=C1)[C@H](C(=O)N1[C@@H](CCC1)C(=O)N[C@@H](C(=O)O)C(C)C)\C=C\[C@H](CC(C)C)NC(=O)OC(C)(C)C (R)-2-((S)-1-((2S,5S,E)-2-benzyl-5-((tert-butoxycarbonyl)amino)-7-methyloct-3-enoyl)pyrrolidine-2-amido)-3-methylbutanoic acid